CC=1N(C2=CC=CC=C2C1C)CC(CN1CCOCC1)NC(C)=O N-(1-(2,3-dimethyl-1H-indol-1-yl)-3-morpholinopropan-2-yl)acetamide